methyl-1H-pyrazolo[4,3-d]pyrimidine CN1N=CC=2N=CN=CC21